FC=1C=C(CN2CC(CC2)O)C=C(C1C=1C=C2C(=CN1)NN=C2C=2C=NN(C2)C)C 1-(3-Fluoro-5-methyl-4-(3-(1-methyl-1H-pyrazol-4-yl)-1H-pyrazolo[3,4-c]pyridin-5-yl)benzyl)pyrrolidin-3-ol